[Cl-].C(CCCCCCCCC)[NH+](CC1=CC=C(C=C1)NC(C=CC(=O)O)=O)C decyl-methyl-(p-3-carboxyacrylamidobenzyl)ammonium chloride